1,3,5-tri-p-pyridylbenzene N1=CC=C(C=C1)C1=CC(=CC(=C1)C1=CC=NC=C1)C1=CC=NC=C1